(R)-1-bromo-8-fluoro-N,N-dimethyl-5,6-dihydro-4H-pyrrolo[3,2,1-ij]quinolin-5-amine BrC1=CN2C[C@@H](CC3=CC(=CC1=C23)F)N(C)C